(1-hexadecyl)trimethylammonium bromide [Br-].C(CCCCCCCCCCCCCCC)[N+](C)(C)C